(1R,2R)-2-(3,4-difluorophenyl)cyclopropanecarboxamide FC=1C=C(C=CC1F)[C@H]1[C@@H](C1)C(=O)N